(3R)-3-amino-7-(5-tert-butyl-1,3,4-oxadiazol-2-yl)-5-[[4-(6-methoxy-3-pyridinyl)phenyl]methyl]-1,1-dioxo-2,3-dihydro-1λ6,5-benzothiazepine-4-One N[C@H]1CS(C2=C(N(C1=O)CC1=CC=C(C=C1)C=1C=NC(=CC1)OC)C=C(C=C2)C=2OC(=NN2)C(C)(C)C)(=O)=O